8-bromo-4-[(2R)-3-(3,4-dihydro-1H-isoQuinolin-2-yl)-2-hydroxy-propyl]-1-ethyl-2,3-dihydro-1,4-benzodiazepine BrC1=CC2=C(CN(CCN2CC)C[C@@H](CN2CC3=CC=CC=C3CC2)O)C=C1